[Si](C)(C)(C(C)(C)C)OCC1=CC=C(N=N1)NC1C(NC(CC1)=O)=O 3-((6-(((tert-butyldimethylsilyl)oxy)methyl)pyridazin-3-yl)amino)piperidine-2,6-dione